5-((1,3-dithian-2-yl)ethynyl)benzodioxan tert-butyl-2-[[1-(4-aminophenyl)azetidin-3-yl]methyl]-1,3,3a,4,6,6a-hexahydropyrrolo[3,4-c]pyrrole-5-carboxylate C(C)(C)(C)OC(=O)N1CC2C(C1)CN(C2)CC2CN(C2)C2=CC=C(C=C2)N.S2C(SCCC2)C#CC2=CC=CC=1OCCOC12